3-[4-[5-methyl-3-(trifluoromethyl)pyrazol-1-yl]phenyl]azetidine-1-carboxylic acid tert-butyl ester C(C)(C)(C)OC(=O)N1CC(C1)C1=CC=C(C=C1)N1N=C(C=C1C)C(F)(F)F